1-(2,2-difluorocyclopropyl)-3-(5-((2R,4S)-2-(2,5-difluorophenyl)-4-fluoropyrrolidin-1-yl)-2-fluoropyrazolo[1,5-a]pyrimidin-3-yl)urea FC1(C(C1)NC(=O)NC=1C(=NN2C1N=C(C=C2)N2[C@H](C[C@@H](C2)F)C2=C(C=CC(=C2)F)F)F)F